Spiro[benzo[d]1,3-oxazine-4,4'-piperidine]-2-one HCl Cl.N1CCC2(CC1)C1=C(NC(O2)=O)C=CC=C1